CN1N=C2C=CC(=CC2=C1C(C)C)C1=NC(=NC=C1)NC1CCC(CC1)NC1CCOCC1 4-N-[4-(2-methyl-3-propan-2-ylindazol-5-yl)pyrimidin-2-yl]-1-N-(oxan-4-yl)cyclohexane-1,4-diamine